7-[5-({[2-(azetidin-1-yl)quinolin-7-yl]sulfinyl}methyl)pyridin-3-yl]-N-[(2,4-dimethoxyphenyl)methyl]-5-(1-methyl-1H-pyrazol-3-yl)-7H-pyrrolo[2,3-d]pyrimidin-4-amine N1(CCC1)C1=NC2=CC(=CC=C2C=C1)S(=O)CC=1C=C(C=NC1)N1C=C(C2=C1N=CN=C2NCC2=C(C=C(C=C2)OC)OC)C2=NN(C=C2)C